diallyl-1,4-bismethacrylamido-(2E)-but-2-ene C(C=C)\C(=C(/CNC(C(=C)C)=O)\CC=C)\CNC(C(=C)C)=O